4-(5-(4-cyanophenyl)imidazolo[2,1-b][1,3,4]thiadiazol-2-yl)-(5-hydroxypentyl)benzidine C(#N)C1=CC=C(C=C1)C1=CN=C2SC(=NN21)C2(CC(=C(C=C2)C2=CC=C(N)C=C2)CCCCCO)N